FC1(OC2=C(O1)C=CC(=C2)[C@H](C)OC=2C=C(C=CC2F)N2N=C(C=1CCCC(C21)=O)C(F)(F)F)F (S)-1-(3-(1-(2,2-difluorobenzo[d][1,3]dioxol-5-yl)ethoxy)-4-fluorophenyl)-3-(trifluoromethyl)-1,4,5,6-tetrahydro-7H-indazol-7-one